CCC(CCCCC[Na])CC bis(2-ethyl)hexyl-sodium